N-(2-(N,N-bis(2,4-dimethoxybenzyl)sulfamoyl)pyridin-4-yl)-2-(4,4-difluoroazepan-1-yl)-5-(difluoromethoxy)nicotinamide COC1=C(CN(S(=O)(=O)C2=NC=CC(=C2)NC(C2=C(N=CC(=C2)OC(F)F)N2CCC(CCC2)(F)F)=O)CC2=C(C=C(C=C2)OC)OC)C=CC(=C1)OC